7-((3aR,4R,6aS)-4-(tert-butoxymethyl)-2,2-dimethyl-3a,6a-dihydro-4H-cyclopenta[d][1,3]dioxol-6-yl)-2,4-dichloropyrrolo[2,1-f][1,2,4]triazine C(C)(C)(C)OC[C@H]1C=C([C@@H]2OC(O[C@@H]21)(C)C)C2=CC=C1C(=NC(=NN12)Cl)Cl